1-(3-fluoro-5-(trifluoromethyl)pyridin-2-yl)-N-methylethan-1-amine FC=1C(=NC=C(C1)C(F)(F)F)C(C)NC